ClC1=C(C=C(C(=C1)Cl)I)O 2,4-dichloro-5-iodophenol